CC=1C=C(C=C2CCC3(CN(C3)C(=O)OCCCC)CC2)C=CC1 Butyl 7-(3-methylbenzylidene)-2-azaspiro[3.5]nonane-2-carboxylate